ClC1=CC(=CC(=N1)C1=NC(=NC=C1)N)[C@H]1N[C@@H](COC1)C 4-(6-chloro-4-((3R,5R)-5-methylmorpholin-3-yl)pyridin-2-yl)pyrimidin-2-amine